N-(3-{[(2S)-1-(3-methoxyphenyl)hexan-2-yl]carbamoyl}bicyclo[1.1.1]pentan-1-yl)pyridine-4-carboxamide COC=1C=C(C=CC1)C[C@H](CCCC)NC(=O)C12CC(C1)(C2)NC(=O)C2=CC=NC=C2